tetraoctyl ethylenediamine tert-butyl (2-{[4-(5-methoxy-3-phenyl-1H-pyrrolo[3,2-b]pyridin-2-yl)pyridin-3-yl]oxy}ethyl)methylcarbamate COC1=CC=C2C(=N1)C(=C(N2)C2=C(C=NC=C2)OCCN(C(OC(C)(C)C)=O)C)C2=CC=CC=C2.C(CCCCCCC)N(CCN(CCCCCCCC)CCCCCCCC)CCCCCCCC